C(CC)OC(NC1=C(C=C(C=C1)NCC1=CC=C(C=C1)SC)C(F)(F)F)=O [4-(4-Methylsulfanyl-benzylamino)-2-trifluoromethyl-phenyl]-carbamic acid propyl ester